C(C)(C)(C)C1=CC(=CC2=CC=CC=C12)C1=NC=CC2=C1N=C(N2)C2=C(C=CC=C2)C=2C(=CC=CC2)C2=C(C=CC=C2)F 4-(4-(tert-butyl)naphthalen-2-yl)-2-(2''-fluoro-[1,1':2',1''-terphenyl]-2-yl)-1H-imidazo[4,5-c]pyridine